N1(C=NC=C1)C1=CC=C(CNC(=O)C=2C(=NC(=NC2)NCCCC)NC2CCC(CC2)O)C=C1 N-(4-(1H-imidazol-1-yl)benzyl)-2-(butylamino)-4-((4-hydroxycyclohexyl)amino)pyrimidine-5-carboxamide